5-bromo-2-(4,4-difluoroazepan-1-yl)-4-methyl-N-(3-(S-methylsulfonimidoyl)phenyl)nicotinamide BrC=1C=NC(=C(C(=O)NC2=CC(=CC=C2)S(=O)(=N)C)C1C)N1CCC(CCC1)(F)F